[S].[Co].[Ni].C1(CC1)[C@@H](O)[C@@H]1N2C(C3=CC=CC=C13)=CN=C2 (R)-cyclopropyl-((R)-5H-imidazo[5,1-a]isoindol-5-yl)methanol nickel cobalt sulfur